((4-(3-bromophenyl)thiazole-2-yl)amino)isobenzofuran tert-Butyl-(3S)-3-[4-[2-fluoro-3-(2-trimethylsilylethynyl)anilino]quinazolin-6-yl]pyrrolidine-1-carboxylate C(C)(C)(C)OC(=O)N1C[C@@H](CC1)C=1C=C2C(=NC=NC2=CC1)NC1=C(C(=CC=C1)C#C[Si](C)(C)C)F.BrC=1C=C(C=CC1)C=1N=C(SC1)NC=1OC=C2C=CC=CC12